1,2-Bis(3-chlorophenyl)ethyl ((2S)-3-cyclohexyl-1-((1-hydroxy-3-(2-oxo-1-azaspiro[4.5]decan-3-yl)propan-2-yl)amino)-1-oxopropan-2-yl)carbamate C1(CCCCC1)C[C@@H](C(=O)NC(CO)CC1C(NC2(C1)CCCCC2)=O)NC(OC(CC2=CC(=CC=C2)Cl)C2=CC(=CC=C2)Cl)=O